1-chloro-1,1,4,4,4-pentafluorobutane ClC(CCC(F)(F)F)(F)F